C(C)NC1=CC=C(C=CC2N(C3=CC=CC=C3C=C2)C)C=C1 2-(4-ethylaminostyryl)-1-methylquinoline